ClC1=C(C=C(C=C1)S(=O)(=O)NC=1C(=NC=C(C1)C)C(=O)C=1C=C(C=CC1)NC(C=C)=O)C(F)(F)F N-(3-(3-((4-chloro-3-(trifluoromethyl)phenyl)sulfonamido)-5-methylpicolinoyl)phenyl)acrylamide